CN1N=NC2=C1C=CC(=C2)OC2=CC=C(C=C2)[N+](=O)[O-] 1-methyl-5-(4-nitrophenoxy)-1,2,3-benzotriazole